O[C@@H]1C[C@H](N(C1)C(C(C(C)C)N1N=CC(=C1)C)=O)C(=O)NCC1=C(C=C(C=C1)C1=C(N=CS1)C)OC1CCNCC1 (2S,4r)-4-hydroxy-1-(3-methyl-2-(4-methyl-1H-pyrazol-1-yl)butyryl)-N-(4-(4-methylthiazol-5-yl)-2-(piperidin-4-yloxy)benzyl)pyrrolidine-2-carboxamide